2-(2-(6-((cis)-2,6-dimethylmorpholino)pyridin-2-yl)-1,6-naphthyridin-7-yl)-N-(4-methyl-3-(S-methylsulfonimidoyl)phenyl)acetamide C[C@@H]1O[C@@H](CN(C1)C1=CC=CC(=N1)C1=NC2=CC(=NC=C2C=C1)CC(=O)NC1=CC(=C(C=C1)C)S(=O)(=N)C)C